COC1=NC=CC(=N1)S(=O)(=O)NC=1C=CC=C2C=CC=NC12 2-methoxy-N-(quinolin-8-yl)pyrimidine-4-sulfonamide